(2R,3S,4R,5R)-2-((R)-(4-chloro-3-fluorophenyl)(hydroxy)methyl)-5-(4-hydrazineylidene-4,7-dihydro-1H-pyrazolo[3,4-d]pyrimidin-1-yl)tetrahydrofuran-3,4-diol ClC1=C(C=C(C=C1)[C@H]([C@H]1O[C@H]([C@@H]([C@@H]1O)O)N1N=CC2=C1NC=NC2=NN)O)F